5,7-Diamino-3,5,7,9-tetradeoxy-D-glycero-D-talo-non-2-ulopyranosonic acid N[C@@H]1[C@@H](CC(C(=O)O)(O)O[C@H]1[C@@H]([C@H](O)C)N)O